NC=1SC2=C(N1)C=CC(=C2C2=CC=C(C=C2)N2CCN(CC2)C(=O)NC=2N=C(SC2)C#C)C#N 4-(4-(2-amino-6-cyanobenzo[d]thiazol-7-yl)phenyl)-N-(2-ethynyl-thiazol-4-yl)piperazine-1-carboxamide